2-[3,4-dimethyl-1-(6-methylpyridin-2-yl)-1H-pyrazol-5-yl]thieno[3,2-c]pyridine CC1=NN(C(=C1C)C1=CC=2C=NC=CC2S1)C1=NC(=CC=C1)C